3,3-difluorocyclobutyl (5-(5-chlorothiophen-2-yl)-4-cyclobutyl-1-methyl-1H-pyrazol-3-yl)carbamate ClC1=CC=C(S1)C1=C(C(=NN1C)NC(OC1CC(C1)(F)F)=O)C1CCC1